N[C@H](C[C@@H]1N(CCC1)C(=O)OC(C)(C)C)C(=O)OC Tert-butyl (R)-2-((R)-2-amino-3-methoxy-3-oxopropyl)pyrrolidine-1-carboxylate